C(COC1=CC2=C(SC(=C2)C(C[C@@H](C(=O)O)C)=O)C=C1OC)OC1=CC2=C(SC(=C2)C(C[C@@H](C(=O)O)C)=O)C=C1OC (2S,2'S)-4,4'-((ethane-1,2-diylbis(oxy))bis(6-methoxybenzo[b]thiophene-5,2-diyl))bis(2-methyl-4-oxobutanoic acid)